F\C(=C/CN)\CS(=O)(=O)C1=CC=CC2=CC=CC=C12 (Z)-3-fluoro-4-(naphthalen-1-ylsulfonyl)but-2-en-1-amine